5-Chloro-6-methylpyrazolo[1,5-a]pyridine-2-carbaldehyde ClC1=CC=2N(C=C1C)N=C(C2)C=O